(E)-N-(2-cyano-4-(8-(7-(trifluoromethyl)-2,3-dihydro-1H-benzo[d]pyrrolo[1,2-a]imidazol-6-yl)indolizine-3-carbonyl)phenyl)-4-(((1r,4r)-4-methoxycyclohexyl)amino)but-2-enamide C(#N)C1=C(C=CC(=C1)C(=O)C1=CC=C2C(=CC=CN12)C=1C(=CC2=C(N=C3N2CCC3)C1)C(F)(F)F)NC(\C=C\CNC1CCC(CC1)OC)=O